2-(2-(3-Chloro-2-oxoimidazolin-1-yl)ethoxy)-1-naphthacenenitrile oxide ClN1C(N(CC1)CCOC1=C(C2=CC3=CC4=CC=CC=C4C=C3C=C2C=C1)C#[N+][O-])=O